tert-butyl 3-[(5-bromo-3-ethylpyrazin-2-yl)oxy]pyrrolidine-1-carboxylate BrC=1N=C(C(=NC1)OC1CN(CC1)C(=O)OC(C)(C)C)CC